hydroxylammonium sulfate S(=O)(=O)([O-])[O-].O[NH3+].O[NH3+]